suberoyl adipate C1(CCCCC(=O)OC(CCCCCCC(=O)O1)=O)=O